COC(=O)C1N(C(C(C1)O[Si](C)(C)C(C)(C)C)CC=C)C(=O)OC(C)(C)C 5-allyl-4-((tert-butyldimethylsilyl)oxy)pyrrolidine-1,2-dicarboxylic acid 1-(tert-butyl) 2-methyl ester